CN1N=CC(=C1)C#CC1=C2CCC=NC2=CC=C1 5-((1-methyl-1H-pyrazol-4-yl)ethynyl)-3,4-dihydroquinoline